hexanenitrile trifluoroacetate salt FC(C(=O)O)(F)F.C(CCCCC)#N